ClC=1C2=C(N=C(N1)C)C=NC(=C2)C2CN(CCC2)C(=O)[O-] 3-(4-chloro-2-methylpyrido[3,4-d]pyrimidin-6-yl)piperidine-1-carboxylate